(S)-2-(2,6-difluoro-4-((R)-3-(trifluoromethyl)morpholino)benzoylamino)-3-(8-(4,5-dimethylpyrimidin-2-yl)quinolin-5-yl)propionic acid FC1=C(C(=O)N[C@H](C(=O)O)CC2=C3C=CC=NC3=C(C=C2)C2=NC=C(C(=N2)C)C)C(=CC(=C1)N1[C@H](COCC1)C(F)(F)F)F